B(N=[N+]=[N-])(N=[N+]=[N-])N=[N+]=[N-] boric acid azide